Caproyl-sodium lactate C(C(O)C)(=O)O.C(CCCCC)(=O)[Na]